1-(3-fluorophenyl)-1,2,4-triazole-3-carboxylic acid methyl ester COC(=O)C1=NN(C=N1)C1=CC(=CC=C1)F